ClC1=CC=C(C=C1)C1=N[C@H](C=2N(C3=C1C(=C(S3)C)C)C(=NN2)C)CC(=O)NC2=CC=C(OCCOCCOCCOCCOCCOCCOCCNC(OC(C)(C)C)=O)C=C2 tert-butyl (S)-(20-(4-(2-(4-(4-chlorophenyl)-2,3,9-trimethyl-6H-thieno[3,2-f][1,2,4]triazolo[4,3-a][1,4]diazepin-6-yl)acetamido)phenoxy)-3,6,9,12,15,18-hexaoxaicosyl)carbamate